Chloro-olivetol ClC1=C(C=C(C=C1O)CCCCC)O